[2,3-dihydroxy-5-(3-isopropyl-1,2,4-triazol-1-yl)phenyl]methanone OC1=C(C=C(C=C1O)N1N=C(N=C1)C(C)C)C=O